1,3-Dimethylbarbituric acid CN1C(=O)N(C(=O)CC1=O)C